C(C)OC(=O)C=1C[C@H]2N[C@H]2[C@H](C1)C(CC)CC (1R,5S,6S)-5-(1-ethyl-propyl)-7-azabicyclo[4.1.0]hept-3-ene-3-carboxylic acid ethyl ester